COC1=CC=C(C=C1)C=1C(=CC=CC1)C(=O)NC 4'-(methoxy)-N-methyl-[1,1'-biphenyl]-2-carboxamide